Cl.C1(=CC(=CC=C1)NC(=O)[C@@H]1CNC[C@H]1C1=CC=C(C=C1)F)C1=CC=CC=C1 |r| (±)-trans-N-(biphenyl-3-yl)-4-(4-fluorophenyl)pyrrolidine-3-carboxamide hydrochloride